C(#N)C1CN(C1)S(=O)(=O)N1C[C@H](NCC1)C(=O)N1[C@H](CCC1)C(=O)NCC1=CC(=C(C=C1)Cl)Cl 1-(((2S)-4-((3-cyano-1-azetidinyl)sulfonyl)-2-piperazinyl)carbonyl)-N-(3,4-dichlorobenzyl)-D-prolinamide